C(C1=CC=CC=C1)(C1=CC=CC=C1)NC1CCC(CC1)O (1r,4r)-4-(benzhydrylamino)cyclohexan-1-ol